Tetra-n-butyl-isophthalic acid C(CCC)C1=C(C(=C(C(=C1C(=O)O)CCCC)C(=O)O)CCCC)CCCC